[6-(3-cyclopropyl-1,2,4-triazol-1-yl)-2-azaspiro[3.3]heptan-2-yl]-[rac-(3aS,6aR)-5-[2-methoxy-4-(trifluoromethyl)phenoxy]-3,3a,4,5,6,6a-hexahydro-1H-cyclopenta[c]pyrrol-2-yl]methanone C1(CC1)C1=NN(C=N1)C1CC2(CN(C2)C(=O)N2C[C@H]3[C@@H](C2)CC(C3)OC3=C(C=C(C=C3)C(F)(F)F)OC)C1 |r|